N-(4-benzylthio-2-methyl-phenyl)-4-cyclohexyl-5-(trifluoromethyl)pyrimidin-2-amine C(C1=CC=CC=C1)SC1=CC(=C(C=C1)NC1=NC=C(C(=N1)C1CCCCC1)C(F)(F)F)C